C(C1=CC=CC=C1)OC1=CC(=C(NC2=CC(=C(C=C2)F)C)C=C1)C#CC(CO[Si](C)(C)C(C)(C)C)(C)C 4-(benzyloxy)-2-(4-((tert-butyldimethylsilyl)oxy)-3,3-dimethylbut-1-yn-1-yl)-N-(4-fluoro-3-methylphenyl)aniline